N1=CC(=CC2=CC=CC=C12)C(C)=O 1-(quinolin-3-yl)ethan-1-one